[1-(3-{[tert-butyl(dimethyl)silyl]oxy}propyl)-5-chloro-6-(pyrimidin-2-yl)-1H-pyrrolo[2,3-b]pyridin-3-yl][(2R,6R)-1-(5-fluoro-3-iodopyridin-2-yl)-2,6-dimethylpiperidin-4-yl]methanone [Si](C)(C)(C(C)(C)C)OCCCN1C=C(C=2C1=NC(=C(C2)Cl)C2=NC=CC=N2)C(=O)C2C[C@H](N([C@@H](C2)C)C2=NC=C(C=C2I)F)C